CC1=NC=C(C(=N1)OC=1C=NC(=CC1)C(F)(F)F)C=1CCN(CC1)C(C=C)=O 1-(4-(2-methyl-4-((6-(trifluoromethyl)pyridin-3-yl)oxy)pyrimidin-5-yl)-3,6-dihydropyridin-1(2H)-yl)prop-2-en-1-one